ClC1=CC(=C2C=NNC2=C1)C1(C=C2C(CN(C2)C(CC2=CC=C(C=C2)Cl)=O)=C1)O 1-((3ar,5r,6as)-5-(6-chloro-1H-indazol-4-yl)-5-hydroxycyclopenta[c]pyrrol-2(1H)-yl)-2-(4-chlorophenyl)ethanone